N-(2-butanoyloxyethyl)methacrylamide C(CCC)(=O)OCCNC(C(=C)C)=O